sulfur copper-lead-zinc-silver-iron [Fe].[Ag].[Zn].[Pb].[Cu].[S]